sodium monoethyl-adipate salt C(C)OC(CCCCC(=O)[O-])=O.[Na+]